FC1=CC=C2C3(CN(C2=C1)C)CCC(CC3)C3=C(C=CC=C3)NS(=O)(=O)C3=CC=C(C=C3)S(=O)(=O)N(C)C N1-(2-(6'-fluoro-1'-methylspiro[cyclohexane-1,3'-indolin]-4-yl)phenyl)-N4,N4-dimethylbenzene-1,4-disulfonamide